1,2,3-triiodophenylammonium IC1(C(C(=CC=C1)I)I)[NH3+]